[6-(3-cyclopropyl-1H-1,2,4-triazol-5-yl)-2-azaspiro[3.3]heptan-2-yl]-[6-[2-mesyl-4-(trifluoromethyl)benzyl]-2,6-diazaspiro[3.3]heptan-2-yl]methanone C1(CC1)C1=NNC(=N1)C1CC2(CN(C2)C(=O)N2CC3(C2)CN(C3)CC3=C(C=C(C=C3)C(F)(F)F)S(=O)(=O)C)C1